6-((1E)-5-(2-methyl-5-phenyl-1H-pyrrol-1-yl)pent-1-en-1-yl)-2,3-dihydro-1H-inden-1-one CC=1N(C(=CC1)C1=CC=CC=C1)CCC/C=C/C1=CC=C2CCC(C2=C1)=O